C(C1=CC=CC=C1)OC1=CC=CC2=C1C(=C(S2)C)C(=O)NCC(C)(C)O (benzyloxy)-N-(2-hydroxy-2-methylpropyl)-2-methyl-1-benzothiophene-3-carboxamide